3-(2,5-dichloropyrimidin-4-yl)-1,7-dimethyl-1H-indole ClC1=NC=C(C(=N1)C1=CN(C2=C(C=CC=C12)C)C)Cl